ozone O=[O+][O-]